C[SiH](O[SiH](C)C)C dimethylsilyloxy(dimethylsilane)